CC1(CC1)CNC=1N=CC2=C(N1)NC=C2C2=CC=1N(C=C2)N=CC1C(=O)NC1CCOCC1 5-(2-(((1-methylcyclopropyl)methyl)amino)-7H-pyrrolo[2,3-d]pyrimidin-5-yl)-N-(tetrahydro-2H-pyran-4-yl)pyrazolo[1,5-a]pyridine-3-carboxamide